N-((3-(6-(2-fluoroethoxy)pyridin-3-yl)-1H-pyrazol-5-yl)methyl)-1-methyl-1H-pyrazol-4-amine FCCOC1=CC=C(C=N1)C1=NNC(=C1)CNC=1C=NN(C1)C